ethyl 5-((5-fluoro-2-hydroxybenzyl)(methyl)amino)pyrazolo[1,5-a]pyrimidine-3-carboxylate FC=1C=CC(=C(CN(C2=NC=3N(C=C2)N=CC3C(=O)OCC)C)C1)O